ethyl 2-(8-nitromethyl-1,4-dioxaspiro[4.5]dec-8-yl)acetate [N+](=O)([O-])CC1(CCC2(OCCO2)CC1)CC(=O)OCC